N-(2,2,2-trifluoro-1-(4-fluorophenyl)ethyl)-[1,2,5]thiadiazolo[3,4-b]pyridine-6-sulfonamide FC(C(C1=CC=C(C=C1)F)NS(=O)(=O)C1=CC=2C(N=C1)=NSN2)(F)F